BrC1=CC(=C(C=C1)CC(=O)NC)OC 2-(4-bromo-2-methoxy-phenyl)-N-methyl-acetamide